CONC1=NC=CC(=C1)C1=NC=CC(=C1)C=1C=C(C=CC1C)NC(=O)C=1N=NC=C(C1)C(F)(F)F N-[3-[2-[2-(methoxyamino)-4-pyridyl]-4-pyridyl]-4-methyl-phenyl]-5-(trifluoromethyl)pyridazine-3-carboxamide